5'-geranyl-5,7,2',4'-tetrahydroxyflavone C(\C=C(/C)\CCC=C(C)C)C=1C(=CC(=C(C=2OC3=CC(=CC(=C3C(C2)=O)O)O)C1)O)O